[N+](#[C-])C1=C(C=CC2=CC=CC=C12)C1=C(C=NN1C)C=1C=CC2=C(C(=NNC2=O)C(C)N2C(C3=CC=CC=C3C2=O)=O)N1 2-[1-[2-[5-(1-isocyano-2-naphthyl)-1-methyl-pyrazol-4-yl]-5-oxo-6H-pyrido[2,3-d]pyridazin-8-yl]ethyl]isoindoline-1,3-dione